P(=O)(=O)OC1=CC(=CC=C1C)C(C)C.[Na] sodium phosphocarvacrol